2-(4-chloro-2-methylbutan-2-yl)-[1,2,4]Triazolo[4,3-a]Pyridine ClCCC(C)(C)N1N=C2N(C=CC=C2)C1